[C@H]12CNC[C@H](CC1)N2C=2C1=C(N=C(N2)OC[C@]23CCCN3C[C@@H](C2)F)C=C(C(=N1)OC)C1=CC(=CC2=CC=CC=C12)O 4-(4-((1R,5S)-3,8-diaza-bicyclo-[3.2.1]octan-8-yl)-2-(((2R,7aS)-2-fluorotetra-hydro-1H-pyrrolizin-7a(5H)-yl)methoxy)-6-methoxy-pyrido-[3,2-d]pyrimidin-7-yl)naphthalen-2-ol